C(C)N1CCN(CC1)C=1C=C(C=CC1)NC=1N=CC2=C(N1)C(N(C(=C2)C=2C=C(C=CC2C)NC(C2=CC(=CC=C2)C(F)(F)F)=O)C)=O N-(3-(2-((3-(4-ethylpiperazin-1-yl)phenyl)amino)-7-methyl-8-oxo-7,8-dihydropyrido[3,4-d]pyrimidin-6-yl)-4-methylphenyl)-3-(trifluoromethyl)benzamide